(R)-1-(1-isopropylpiperidin-3-yl)-5-(8-methoxy-[1,2,4]triazolo[1,5-a]pyridin-6-yl)-6-methyl-1,3-dihydro-2H-benzo[d]imidazol-2-one C(C)(C)N1C[C@@H](CCC1)N1C(NC2=C1C=C(C(=C2)C=2C=C(C=1N(C2)N=CN1)OC)C)=O